6-(methoxycarbonyl)-1,5-dimethyl-2-pentyl-1H-indole-3-acetic acid COC(=O)C1=C(C=C2C(=C(N(C2=C1)C)CCCCC)CC(=O)O)C